Cl.FC(C1=CC=C(C=C1)/C=C/C1(CNCC1)O)(F)F 3-[(E)-2-[4-(trifluoromethyl)phenyl]vinyl]pyrrolidine-3-ol hydrochloride